2-Methoxyethyl (5-(2-fluoro-5-((4-oxo-3,4-dihydrophthalazin-1-yl)methyl)phenyl)-1H-benzoimidazol-2-yl)carbamate FC1=C(C=C(C=C1)CC1=NNC(C2=CC=CC=C12)=O)C1=CC2=C(NC(=N2)NC(OCCOC)=O)C=C1